NC1=NC(=C(C=2N1N=C(N2)OCC2=NC(=CC=C2C)C)C2=NN(C(C=C2)=O)C)C=2C=C(C#N)C=CC2 3-(5-amino-2-((3,6-dimethylpyridin-2-yl)methoxy)-8-(1-methyl-6-oxo-1,6-dihydropyridazin-3-yl)-[1,2,4]triazolo[1,5-c]pyrimidin-7-yl)benzonitrile